m-iodobenzylguanidine C1=CC(=CC(=C1)I)CN=C(N)N